CN(C)\C=C/1\CN(CCCC1=O)C(=O)OC(C)(C)C tert-butyl (Z)-3-((dimethylamino)methylene)-4-oxoazepane-1-carboxylate